hydroxyoxotin O[Sn]=O